CC1=NC=CC(=C1)C1=CC=2C=NC(=CC2N1)NC(C(C)(C)C)=O N-(2-(2-methylpyridin-4-yl)-1H-pyrrolo[3,2-c]pyridin-6-yl)pivalamide